1,3-dioxane acrylate C(C=C)(=O)O.O1COCCC1